Ethyl 5-thiaspiro[2.4]heptane-1-carboxylate C1(CC12CSCC2)C(=O)OCC